FC1=C(C(=CC=C1)OC)C1=NC=CC2=C1CN(C2=O)C2=NC(=CC=C2)[C@@H]2C[C@@H](CC2)O 4-(2-fluoro-6-methoxyphenyl)-2-(6-(cis-3-hydroxycyclopentyl)pyridin-2-yl)-2,3-dihydro-1H-pyrrolo[3,4-c]pyridin-1-one